C(N)(=O)C1NCCC1 2-carbamoyl-pyrrolidine